2-(3-iodopyrazolo[1,5-a]pyridin-6-yl)oxy-2-methyl-propan-1-ol IC=1C=NN2C1C=CC(=C2)OC(CO)(C)C